C(C)C1=C(C=C(S1)C(=O)OC)C1=NC=C(C=N1)F methyl 5-ethyl-4-(5-fluoropyrimidin-2-yl)thiophene-2-carboxylate